FC1=C(C(C(=O)NN)=CC=C1)C(=O)O 3-fluorophthalic hydrazide